N1=CN=C(C=C1)NS(=O)(=O)C=1C=NC(=CC1)O[C@@H]1[C@H](C[C@H](CC1)C1=CC(=CC=C1)C(F)(F)F)N1CCCCC1 |r| N-pyrimidin-4-yl-6-[rac-(1S,2S,4S)-2-(1-piperidyl)-4-[3-(trifluoromethyl)phenyl]-cyclohexoxy]pyridine-3-sulfonamide